1,3-dipropoxy-1,3-difluoropropane C(CC)OC(CC(F)OCCC)F